FC(OC=1C=C(C=C(C1C(=O)N1CC(C1)F)OC)C1=CN=C2N1C=CC(=C2)C(C#N)(C)C)F 2-[3-[3-(Difluoromethoxy)-4-(3-fluoroazetidine-1-carbonyl)-5-methoxy-phenyl]imidazo[1,2-a]pyridin-7-yl]-2-methyl-propionitrile